BrC1CC2=CC=CC=C2C12OC(C(CC2)=C)=O 2-bromo-5'-methylene-2,3,4',5'-tetrahydrospiro[indene-1,2'-pyran]-6'(3'H)-one